C(CCCC)C=1OC=CC1 2-Amylfuran